(R)-5-chloro-1-(1-methyl-1H-pyrazol-5-yl)-3-(3-methylmorpholino)pyrazin-2(1H)-one ClC=1N=C(C(N(C1)C1=CC=NN1C)=O)N1[C@@H](COCC1)C